1-(5-Chloro-2-((6-methoxy-2-methyl-1,2,3,4-tetrahydroisoquinolin-7-yl)amino)pyrimidin-4-yl)indoline-3-carboxylic acid methyl ester COC(=O)C1CN(C2=CC=CC=C12)C1=NC(=NC=C1Cl)NC1=C(C=C2CCN(CC2=C1)C)OC